[(3aR,4R,6R,6aR)-4-[6-chloro-5-cyano-4-(cyclopentylamino)pyrrolo[2,3-b]pyridin-1-yl]-2,2-dimethyl-3a,4,6,6a-tetrahydrofuro[3,4-d][1,3]dioxol-6-yl]methoxymethylphosphonic acid ClC1=C(C(=C2C(=N1)N(C=C2)[C@@H]2O[C@@H]([C@H]1OC(O[C@H]12)(C)C)COCP(O)(O)=O)NC1CCCC1)C#N